C(C)[C@@H]1N(C[C@H](N(C1)C(C)C1=CC=C2C=CN=CC2=C1)CC)C=1C=2C(N(C(C1)=O)C)=CN(N2)CC#N (7-((2S,5R)-2,5-diethyl-4-(1-(isoquinolin-7-yl)ethyl)piperazin-1-yl)-4-methyl-5-oxo-4,5-dihydro-2H-pyrazolo[4,3-b]pyridin-2-yl)acetonitrile